(4-bromophenyl)(ethylimino)(piperidin-4-yl)-λ6-sulfanone BrC1=CC=C(C=C1)S(=O)(C1CCNCC1)=NCC